(R)-2-amino-3,3,3-trifluoro-N-((3R,5S)-5-methyl-1-(8-(trifluoromethyl)quinolin-5-yl)piperidin-3-yl)propionamide N[C@H](C(=O)N[C@H]1CN(C[C@H](C1)C)C1=C2C=CC=NC2=C(C=C1)C(F)(F)F)C(F)(F)F